benzyl 4-[3-(tert-butoxycarbonylamino)propyl]piperazine-1-carboxylate C(C)(C)(C)OC(=O)NCCCN1CCN(CC1)C(=O)OCC1=CC=CC=C1